(9Z)-19-chloro-22-((2S,5R)-2,5-dimethyl-4-(2-propenoyl)-1-piperazinyl)-1,23,26-triazapentacyclo[16.6.2.0~2,7~.0~12,17~.0~21,25~]hexacosa-2,4,6,9,12,14,16,18,20,22,25-undecaen-24-one ClC1=C2C3=CC=CC=C3C\C=C/CC3=CC=CC=C3N3C(N=C(C(=C1)C3=N2)N2[C@H](CN([C@@H](C2)C)C(C=C)=O)C)=O